4-[6-(4-Chloro-2-methyl-phenyl)-4-cyano-3-hydroxy-pyridin-2-yl]-4-oxo-butyric acid ClC1=CC(=C(C=C1)C1=CC(=C(C(=N1)C(CCC(=O)O)=O)O)C#N)C